CC1(OB(OC1(C)C)CCCCC1(NCCCC1)C(=O)O)C 2-[4-(4,4,5,5-tetramethyl-1,3,2-dioxaborolan-2-yl)butyl]piperidine-2-carboxylic acid